COC1=C(C=C2C(N3C(=NC2=C1)[C@H]1CCCN([C@@H]1CC3)CC3COC3)=O)C#N |r| (±)-(4aR,13bS)-11-methoxy-4-(oxetan-3-ylmethyl)-8-oxo-2,3,4,4a,5,6,8,13b-octahydro-1H-[1,6]naphthyridino[5,6-b]quinazoline-10-carbonitrile